4-((2-(4-chlorophenoxy)ethoxy)methyl)-N,N-bis(3-methoxybenzyl)thiazol-2-amine ClC1=CC=C(OCCOCC=2N=C(SC2)N(CC2=CC(=CC=C2)OC)CC2=CC(=CC=C2)OC)C=C1